ClC1(C(C1C1=CC(=CC(=C1)Cl)Cl)C(=O)N)Cl 2,2-dichloro-3-(3,5-dichlorophenyl)cyclopropane-1-carboxamide